(E)-N-(4-(3-(2,5-dihydroxyphenyl)acrylamido)phenyl)-4-hydroxybenzamide OC1=C(C=C(C=C1)O)/C=C/C(=O)NC1=CC=C(C=C1)NC(C1=CC=C(C=C1)O)=O